[C@@]12(C(CC[C@H](C1(C)C)C2)(C)O)O cis-1,2-pinanediol